tert-butyltris(butoxy)tin C(C)(C)(C)[Sn](OCCCC)(OCCCC)OCCCC